6-(6-ethynyl-4-methylpyridin-3-yl)-5-(3-fluoro-4-((4-methylpyrimidin-2-yl)oxy)phenyl)-7-methyl-7H-pyrrolo[2,3-d]pyrimidin-4-amine C(#C)C1=CC(=C(C=N1)C1=C(C2=C(N=CN=C2N)N1C)C1=CC(=C(C=C1)OC1=NC=CC(=N1)C)F)C